(Z)-CYCLOOCTENYLBORONIC ACID C/1(=C/CCCCCC1)\B(O)O